C(C1=CC=CC=C1)N1C(C2=CC=C(C=C2C=C1)C1=CC=C(C=C1)C(F)(F)F)=O 2-benzyl-6-(4-(trifluoromethyl)phenyl)isoquinolin-1(2H)-one